2-(o-Fluorophenyl)-4,5-diphenylimidazole FC1=C(C=CC=C1)C=1NC(=C(N1)C1=CC=CC=C1)C1=CC=CC=C1